FC1=CC=C(C=C1)C1N(CC1O)C(=O)C1=C(OC=2N=CN=C(C21)NC2(CC2)C)C (4-fluorophenyl)-1-{6-methyl-4-[(1-methylcyclopropyl)amino]furo[2,3-d]pyrimidine-5-carbonyl}azetidin-3-ol